C(C)(C)(C)OC(=O)N1C[C@@H](N(CC1)C(=O)OCC1=CC=CC=C1)CC#N (S)-2-(cyanomethyl)piperazine-1,4-dicarboxylic acid 1-benzyl 4-tert-butyl ester